C(C1=CC=CC=C1)N1C(=NC2=C1C=CC=C2C(=O)N)C2CCCCC2 1-benzyl-2-cyclohexyl-1H-benzo[d]imidazole-4-carboxamide